7-(8-cyclopropyl-2-methylimidazo[1,2-b]pyridazin-6-yl)-3-(1-ethylpiperidin-4-yl)-5-fluorocinnoline C1(CC1)C=1C=2N(N=C(C1)C1=CC(=C3C=C(N=NC3=C1)C1CCN(CC1)CC)F)C=C(N2)C